dipiperidinothiophene N1(CCCCC1)C1=C(SC=C1)N1CCCCC1